CNC(CN1CCC(CC1)N1C(NC2=C1C=C(C(=C2)C=2C=C(C=1N(C2)N=CN1)C)C)=O)=O N-Methyl-2-(4-(6-methyl-5-(8-methyl-[1,2,4]triazolo[1,5-a]pyridin-6-yl)-2-oxo-2,3-dihydro-1H-benzo[d]imidazol-1-yl)piperidin-1-yl)acetamid